Propanenide [CH-]=CC